BrC1=CC(=C(C#N)C=C1[N+](=O)[O-])OC 4-bromo-2-methoxy-5-nitrobenzonitrile